NC([C@@H](C)NC1=CC(=NC=C1C(=O)OC(C)(C)C)Cl)=O tert-butyl (R)-4-((1-amino-1-oxopropan-2-yl)amino)-6-chloronicotinate